ClC1=C(C=CC(=C1)Cl)[C@@H](C)N1N=NC=2N=NC(=CC21)N2CC(C2)[C@@H]2CN(CCC2)C2CC(C2)(C(=O)O)C (1R,3r)-3-((R)-3-(1-(1-((R)-1-(2,4-dichlorophenyl)ethyl)-1H-[1,2,3]triazolo[4,5-c]pyridazin-6-yl)azetidin-3-yl)piperidin-1-yl)-1-methylcyclobutane-1-carboxylic acid